(S)-N-(7-(4-fluorobenzyl)-2-methyl-2,3-dihydro-1H-pyrido[2,3-b][1,4]oxazin-6-yl)isobutyramide FC1=CC=C(CC2=CC3=C(OC[C@@H](N3)C)N=C2NC(C(C)C)=O)C=C1